5-fluoro-1'-(2-{2-methyl-1-[(cis)-3-hydroxy-3-methylcyclobutyl]-7-(trifluoromethyl)-1H-1,3-benzimidazol-5-yloxy}ethyl)spiro[indoline-3,4'-piperidin]-2-one FC=1C=C2C(=CC1)NC(C21CCN(CC1)CCOC1=CC2=C(N(C(=N2)C)C2CC(C2)(C)O)C(=C1)C(F)(F)F)=O